[Cl-].[Cl-].CC1(C(=C(C(=C1CCC)C)C)C)[Zr+2]C1C(=CC2=CC=CC=C12)CCCC (1,2,3,4-tetramethyl-5-n-propylcyclopentadienyl)(2-butylindenyl)zirconium dichloride